3-amino-N-(2-chlorobenzyl)-6-(2,6-dimethylpyridin-4-yl)-5-(4-fluorophenyl)pyrazine-2-carboxamide NC=1C(=NC(=C(N1)C1=CC=C(C=C1)F)C1=CC(=NC(=C1)C)C)C(=O)NCC1=C(C=CC=C1)Cl